ethyl 1-(4-cyano-6-((4,4-difluorocyclohexyl)amino)pyridin-2-yl)-1H-pyrazole-3-carboxylate C(#N)C1=CC(=NC(=C1)NC1CCC(CC1)(F)F)N1N=C(C=C1)C(=O)OCC